(R)-1-(3-((difluoromethyl)sulfonyl)-2-methylphenyl)ethane-1-amine hydrochloride Cl.FC(S(=O)(=O)C=1C(=C(C=CC1)[C@@H](C)N)C)F